2,14-dimethyl-octadecanoic acid CC(C(=O)O)CCCCCCCCCCCC(CCCC)C